C(C)(=O)O[C@H]1COC2=C1C=C(C=C2S(NC2=C(C(=C(C=C2)F)C=2C=C1C=NC(=NC1=C(C2)F)NC2CCN(CC2)CCOC)F)(=O)=O)Cl (3R)-5-chloro-7-{[2,4-difluoro-3-(8-fluoro-2-{[1-(2-methoxyethyl) piperidin-4-yl] amino} quinazolin-6-yl) phenyl]sulfamoyl}-2,3-dihydro-1-benzofuran-3-yl acetate